Cl.CC1(NC(=NC(=NC=C1)N)N)C 6,6-dimethyl-1,3,5-triazocine-2,4-diamine hydrochloride